2''-bromo-5'',6''-dimethyldispiro[imidazolidine-4,1'-cyclohexane-4',1''-indene]-2,5-dione BrC=1C2(C3=CC(=C(C=C3C1)C)C)CCC1(CC2)NC(NC1=O)=O